Cl.NCCCCCCCCCC1=CC2=C(N(C(N2C)=O)N2C(CCCC2=O)=O)C=C1 [5-(9-Aminononyl)-3-methyl-2-oxo-1,3-benzodiazol-1-yl]Piperidine-2,6-dione hydrochloride salt